[2-Chloro-4-fluoro-5-(7-morpholin-4-ylquinazolin-4-yl)-phenyl]-(1-ethyl-1H-pyrazol-4-yl)-methanol ClC1=C(C=C(C(=C1)F)C1=NC=NC2=CC(=CC=C12)N1CCOCC1)C(O)C=1C=NN(C1)CC